tert-butyl 2-(3-bromophenyl)-4,5-dihydro-1H-imidazole-1-carboxylate BrC=1C=C(C=CC1)C=1N(CCN1)C(=O)OC(C)(C)C